Ethyl 4-{[(1S,2R)-2-hydroxy-2,3-dihydro-1H-inden-1-yl]amino}-2-{[3-fluoro-4-(methylsulfonyl)phenyl]amino}pyrimidine-5-carboxylate O[C@H]1[C@H](C2=CC=CC=C2C1)NC1=NC(=NC=C1C(=O)OCC)NC1=CC(=C(C=C1)S(=O)(=O)C)F